(R)-5-{4-[4-(3,5-dimethylpyridin-2-yl)piperazine-1-carbonyl]phenyl}-5-ethylimidazolidine-2,4-dione CC=1C(=NC=C(C1)C)N1CCN(CC1)C(=O)C1=CC=C(C=C1)[C@@]1(C(NC(N1)=O)=O)CC